3-(5'-fluoro-2'-carboxyanilino)-4-hydroxybenzoic acid ethyl ester C(C)OC(C1=CC(=C(C=C1)O)NC1=C(C=CC(=C1)F)C(=O)O)=O